N-(3-azidopropyl)phthalimide ethyl-(S,E)-3-(3-((tert-butoxycarbonyl)amino)-5-methyl-4-oxo-2,3,4,5-tetrahydrobenzo[b][1,4]oxazepin-7-yl)acrylate C(C)OC(\C=C\C1=CC2=C(OC[C@@H](C(N2C)=O)NC(=O)OC(C)(C)C)C=C1)=O.N(=[N+]=[N-])CCCN1C(C=2C(C1=O)=CC=CC2)=O